methyl 5-fluoro-4-nitrobenzoate FC=1C(=CC=C(C(=O)OC)C1)[N+](=O)[O-]